N-(2-(benzyloxy)phenyl)-2-chloroquinazolin-4-amine C(C1=CC=CC=C1)OC1=C(C=CC=C1)NC1=NC(=NC2=CC=CC=C12)Cl